N-[[4-[(1R)-1-hydroxyethyl]-1-[4-(trifluoromethoxy)phenyl]pyrazolo[3,4-b]pyridin-3-yl]methyl]prop-2-enamide O[C@H](C)C1=C2C(=NC=C1)N(N=C2CNC(C=C)=O)C2=CC=C(C=C2)OC(F)(F)F